methyl (Z)-3-cyano-3-phenylacrylate C(#N)\C(=C/C(=O)OC)\C1=CC=CC=C1